C(=CCCCCCCCCCCCCCC(C)C)C(C(=O)O)CC(=O)O i-Octadecenylsuccinic acid